N-methyl-6-(4-(trifluoromethyl)phenyl)-1,2,4,4a,5,6-hexahydro-3H-pyrazino[1,2-a]quinoxaline-3-sulfonamide CNS(=O)(=O)N1CC2N(C3=CC=CC=C3N(C2)C2=CC=C(C=C2)C(F)(F)F)CC1